C(C1=CC=CC=C1)N(C(C(C)C1CC2(C1)CC(C2)NC(=O)NCC2=CC=C(C=C2)Cl)=O)C N-benzyl-2-(6-(3-(4-chlorobenzyl)ureido)spiro[3.3]heptan-2-yl)-N-methylpropanamide